2-(2-Ethyl-4-oxo-3-(2-(vinylsulfonamido)phenyl)-6,7,8,9-tetrahydrobenzo[4,5]imidazo[1,2-a]pyrimidin-10(4H)-yl)-N-(4-(trifluoromethyl)phenyl)acetamide C(C)C=1N=C2N(C(C1C1=C(C=CC=C1)NS(=O)(=O)C=C)=O)C1=C(N2CC(=O)NC2=CC=C(C=C2)C(F)(F)F)CCCC1